2,5-difluoromethyl-terephthalic acid FCC1=C(C(=O)O)C=C(C(=C1)C(=O)O)CF